CC1=CC=C(C=C1)S(=O)(=O)NC1=C(C=CC=C1)C1=CC=CC=C1 (4-toluenesulfonyl)-2-phenylaniline